1-(3,5-bis(2-(methylsulfonyl)pyrimidin-5-yl)phenyl)-1-oxo-5,8,11,14,17,20,23,26-octaoxa-2-azanonacosane-29-carboxylic acid CS(=O)(=O)C1=NC=C(C=N1)C=1C=C(C=C(C1)C=1C=NC(=NC1)S(=O)(=O)C)C(NCCOCCOCCOCCOCCOCCOCCOCCOCCCC(=O)O)=O